7-(2-(2-oxapropoxy)-6-fluorophenyl)-8-fluoropyrido[4,3-d]pyrimidine trifluoroacetate FC(C(=O)O)(F)F.C(OC)OC1=C(C(=CC=C1)F)C1=C(C=2N=CN=CC2C=N1)F